FC1=C(C=C(C=C1F)N1N=CC2=CC(=CC=C12)N1CCN(CC1)S(=O)(=O)C)O 2,3-difluoro-5-(5-(4-(methylsulfonyl)piperazin-1-yl)-1H-indazol-1-yl)phenol